C=NC(=N)NNC(=N)N methylenebiguanidine